(N-CARBOXYMETHYL-HYDRAZINO)-ACETIC ACID C(=O)(O)CN(N)CC(=O)O